NCC1=CC(=C(C=C1)NC(=O)C1=CC2=C(OCCC3=C2SC=C3)C=C1C=1C(=NC(=CC1)C(NCCC)=O)C(=O)O)C(NC)=O 3-(9-((4-(aminomethyl)-2-(methylcarbamoyl)phenyl)carbamoyl)-4,5-dihydrobenzo[b]thieno[2,3-d]oxepin-8-yl)-6-(propylcarbamoyl)picolinic acid